1-(cyclopropyl-methyl)-5-(trifluoromethyl)-1H-1,2,3-triazole-4-carboxylic acid C1(CC1)CN1N=NC(=C1C(F)(F)F)C(=O)O